Cl.NC1CC(C1)C(=O)OC methyl (1r,3r)-3-aminocyclobutane-1-carboxylate hydrochloride